O=C1N(C(C2=CC=CC=C12)=O)CC[C@@H](C)NC(OC(C)(C)C)=O (R)-tert-butyl (4-(1,3-dioxoisoindolin-2-yl)butan-2-yl)carbamate